C(C)(=O)O[C@H]1CN([C@@H](C1)C(NCC1=CC=C(C=C1)C1=C(N=CS1)C)=O)C([C@H](C(C)(C)C)NC(CCCCCO)=O)=O (3R,5S)-1-((S)-2-(6-hydroxyhexanamido)-3,3-dimethylbutanoyl)-5-((4-(4-methylthiazol-5-yl)benzyl)carbamoyl)pyrrolidin-3-yl acetate